C1(CCC1)\C(=C(/C=1C=C2C=NNC2=CC1)\C1=CC=C(OCCNC/C=C/C(=O)N(C)C)C=C1)\C1=CC=CC=C1 (E)-4-((2-(4-((E)-2-cyclobutyl-1-(1H-indazol-5-yl)-2-phenylvinyl)phenoxy)ethyl)amino)-N,N-dimethylbut-2-enamide